C(C)(C)(C)OC(=O)N1CCC(CC1)(C(=O)O)NC(=O)OCC1C2=CC=CC=C2C=2C=CC=CC12 1-(tert-butoxycarbonyl)-4-({[(9H-fluoren-9-yl)methoxy]carbonyl}amino)piperidine-4-carboxylic acid